2-(5-(2-(((1S)-(7-fluoro-2-oxo-1,2,3,4-tetrahydro-1,5-naphthyridin-3-yl)(phenyl)methyl)amino)ethyl)-2-methylphenyl)acetic acid FC1=CN=C2CC(C(NC2=C1)=O)[C@@H](C1=CC=CC=C1)NCCC=1C=CC(=C(C1)CC(=O)O)C